ethyl 2-({6-[(1,3-benzothiazol-2-yl)amino]-5-methylpyridazin-3-yl}(methyl)amino)-5-[1-(2-phenylacetyl)piperidin-4-yl]-1,3-thiazole-4-carboxylate S1C(=NC2=C1C=CC=C2)NC2=C(C=C(N=N2)N(C=2SC(=C(N2)C(=O)OCC)C2CCN(CC2)C(CC2=CC=CC=C2)=O)C)C